5-chloro-4-((1-(methylsulfonyl)indolin-7-yl)amino)pyridine ClC=1C(=CC=NC1)NC=1C=CC=C2CCN(C12)S(=O)(=O)C